NC1=NC=C2N(C(N(C2=N1)[C@@H]1O[C@@H](C[C@H]1O)CO)=O)CCC(F)(F)F 2-Amino-9-((2R,3R,5S)-3-hydroxy-5-(hydroxymethyl)tetrahydrofuran-2-yl)-7-(3,3,3-trifluoropropyl)-7,9-dihydro-8H-purin-8-on